ClC1=C(C(=O)N(C)C)C=CC(=C1)NC1CN(C1)C1CCN(CC1)C(C(C(F)(F)F)(C=1C=C(C=CC1)C)O)=O 2-chloro-N,N-dimethyl-4-((1-(1-(3,3,3-trifluoro-2-hydroxy-2-(m-tolyl)propanoyl)piperidin-4-yl)azetidin-3-yl)amino)benzamide